6-(4-((5-fluoro-2-methoxybenzamido)methyl)phenyl)-4-(4-oxocyclohexyl)-1H-pyrazolo[4,3-c]pyridine-7-carboxamide FC=1C=CC(=C(C(=O)NCC2=CC=C(C=C2)C2=C(C3=C(C(=N2)C2CCC(CC2)=O)C=NN3)C(=O)N)C1)OC